(1R,5S,6r)-3-(3,4-difluorophenyl)-3-azabicyclo[3.1.0]hexane-6-carbonitrile FC=1C=C(C=CC1F)N1C[C@H]2C([C@H]2C1)C#N